3-Fluoro-5-[({1-[2-fluoro-4-(trifluoromethyl)phenyl]cyclopropyl}carbonyl)amino]-2-(1-methyl-1H-indazol-6-yl)benzoic acid FC=1C(=C(C(=O)O)C=C(C1)NC(=O)C1(CC1)C1=C(C=C(C=C1)C(F)(F)F)F)C1=CC=C2C=NN(C2=C1)C